(3-Nitrophenyl)sulfonylacetamide [N+](=O)([O-])C=1C=C(C=CC1)S(=O)(=O)CC(=O)N